5-chloro-2-fluoro-benzaldehyde ClC=1C=CC(=C(C=O)C1)F